ClC1=C(C(=CC=C1)F)[C@@H](C)NC=1C(=NC(=NC1)C(=O)N[C@H](C)\C=C\S(=O)(=O)C)C 5-(((R)-1-(2-Chloro-6-fluorophenyl)ethyl)amino)-4-methyl-N-((R,E)-4-(methylsulfonyl)but-3-en-2-yl)pyrimidine-2-carboxamide